(pyridin-2-ylmethyl)ethan-1-amine N1=C(C=CC=C1)CC(C)N